C(CCC)N mono-n-butylamine